3-(3-(5-ethynylfuran-2-yl)-2,3,5,6,7,8-hexahydroimidazo[1,2-a]pyrazine-7-carbonyl)-4-fluorobenzylphthalazin-1(2H)-one C(#C)C1=CC=C(O1)C1CN=C2N1CCN(C2)C(=O)C=2C=C(CN1C(C3=CC=CC=C3C=N1)=O)C=CC2F